ClCCC(=C(C1=CC=C(C=C1)O)C1=CC=C(OCCN2CCC(CC2)CN2CCN(CC2)C=2C=C3C(N(C(C3=CC2)=O)C2C(NC(CC2)=O)=O)=O)C=C1)C1=CC=CC=C1 5-(4-((1-(2-(4-(4-chloro-1-(4-hydroxyphenyl)-2-phenylbut-1-en-1-yl)phenoxy)ethyl)piperidin-4-yl)methyl)piperazin-1-yl)-2-(2,6-dioxopiperidin-3-yl)isoindoline-1,3-dione